N1NCC=C1 2,3-Dihydro-1H-pyrazole